C(C)(C)(C)OC(NC=1C=NN(C1)CC=1C=NC(=C(C1)F)C(C)(C)O)=O (1-((5-fluoro-6-(2-hydroxyprop-2-yl)pyridin-3-yl)methyl)-1H-pyrazol-4-yl)carbamic acid tert-butyl ester